3-(2'-(cyclopentanesulfonyl)-5'-oxo-5'H-spiro[cyclopentane-1,8'-pyrido[4,3-d]pyrimidin]-6'(7'H)-yl)propanoic acid C1(CCCC1)S(=O)(=O)C=1N=CC2=C(N1)C1(CN(C2=O)CCC(=O)O)CCCC1